N[C@@H]1CCC=2C1=CC=C1C=C(N(CC21)CC(C)(C)F)C2CC2 (7R)-7-amino-3-cyclopropyl-N-(2-fluoro-2-methyl-propyl)-8,9-dihydro-7H-cyclopenta[h]isoquinoline